C(C)(=O)NC=1C(=NC(=C(C1)Br)I)C(=O)OC methyl 3-acetamido-5-bromo-6-iodo-pyridine-2-carboxylate